3-((4-(3,3-difluoro-1-(2-(piperidin-4-yl)ethyl)piperidin-4-yl)-3-fluorophenyl)amino)piperidine-2,6-dione FC1(CN(CCC1C1=C(C=C(C=C1)NC1C(NC(CC1)=O)=O)F)CCC1CCNCC1)F